zinc bis[N-(vinyloxyethyl) dithiocarbamate] C(=C)OCCNC([S-])=S.C(=C)OCCNC([S-])=S.[Zn+2]